tert-butyl (S)-5-amino-4-(5-(((S)-1-((2-morpholinoquinazolin-6-yl)methyl)pyrrolidin-3-yl)oxy)-1-oxoisoindolin-2-yl)-5-oxopentanoate NC([C@H](CCC(=O)OC(C)(C)C)N1C(C2=CC=C(C=C2C1)O[C@@H]1CN(CC1)CC=1C=C2C=NC(=NC2=CC1)N1CCOCC1)=O)=O